4-morpholino-4-oxo-2-(phenylamino)butanoic acid O1CCN(CC1)C(CC(C(=O)O)NC1=CC=CC=C1)=O